2-(Cyclohexylamino)-2-methylpropan-1-ol C1(CCCCC1)NC(CO)(C)C